1-(4-((2-aminobenzyl)oxy)phenyl)-3-((2-(2,6-dioxopiperidin-3-yl)-1-oxoisoindolin-5-yl)methyl)urea NC1=C(COC2=CC=C(C=C2)NC(=O)NCC=2C=C3CN(C(C3=CC2)=O)C2C(NC(CC2)=O)=O)C=CC=C1